ClC1=C(NC(C2=CC=C(C=C2)N)=O)C(=CC(=C1)N)Cl 2',6'-dichloro-4,4'-diaminobenzanilide